C(C)C=1C(=NC=NC1)OC 5-ethyl-4-methoxy-pyrimidin